(2-methoxy-2-carbonylethyl) mercaptan COC(CS)=C=O